allanyl-glutamine C(C=C)N[C@@H](CCC(N)=O)C(=O)O